CC(C)(C)[S@](=O)N[C@H](C)C1=CC=C2C(=N1)N(C=C2)S(=O)(=O)C2=CC=CC=C2 (S)-2-methyl-N-((R)-1-(1-(phenylsulfonyl)-1H-pyrrolo[2,3-b]pyridin-6-yl)ethyl)propane-2-sulfinamide